BrCC1CCC(CC1)(F)F 4-(bromomethyl)-1,1-difluorocyclohexane